ClC1=NC=C(C(=C1)C1=C(C=NC(=C1)C)C(=O)NC=1SC2=C(N1)CN(C2)C(=O)C2=NC(=NC=C2OC)C)OC 2'-chloro-5'-methoxy-N-(5-(5-methoxy-2-methylpyrimidine-4-carbonyl)-5,6-dihydro-4H-pyrrolo[3,4-d]thiazol-2-yl)-6-methyl-[4,4'-bipyridine]-3-carboxamide